2-(3,3-difluoroazetidine-1-carbonyl)-1-methyl-6-{4-[3-(1H-pyrazol-4-yl)pyrrolidin-1-yl]pyrimidin-2-yl}-1H-indole FC1(CN(C1)C(=O)C=1N(C2=CC(=CC=C2C1)C1=NC=CC(=N1)N1CC(CC1)C=1C=NNC1)C)F